BrC1=CC=C(C=C1)B(C)C (4-bromophenyl)dimethylborane